ClC1=C2C=NN(C2=CC(=C1)C1CN(C1)C(CCC1OCCO1)C(C)C)C 4-Chloro-6-{1-[1-(1,3-dioxolan-2-yl)-4-methylpentan-3-yl]azetidin-3-yl}-1-methyl-1H-indazole